C(C(=O)O)(=O)O.C1N(CC12CNC2)C(=O)OC(C)(C)C tert-butyl 2,6-diazaspiro[3.3]heptane-2-carboxylate, oxalic acid salt